N,N-dipropylpiperidine-4-carboxamide C(CC)N(C(=O)C1CCNCC1)CCC